C(C1=CC=CC=C1)N1CC(CC1)(C1=CC(=C(C=C1)C)F)C=1SC=CN1 2-(1-benzyl-3-(3-fluoro-4-methylphenyl)pyrrolidin-3-yl)thiazole